CC=1NC=C(N1)C 2,4-dimethyl-1H-imidazole